{(2R,4S)-2-[2-chloro-4-(4-chlorophenoxy)phenyl]-4-methyl-1,3-dioxolan-2-yl}(methyl)-1H-1,2,4-triazole ClC1=C(C=CC(=C1)OC1=CC=C(C=C1)Cl)[C@]1(OC[C@@H](O1)C)C1=NN(C=N1)C